C[C@@]12OO[C@]34[C@@H](CC1)[C@@H](CC[C@H]3[C@H]([C@@H](O[C@@H]4O2)SC)C)C (3R,5aS,6R,8aS,9R,10S,12S,12aR)-3,6,9-trimethyl-10-(methylsulfanyl)decahydro-12H-3,12-epoxypyrano[4,3-j][1,2]benzodioxepine